C(C)(C)(C)OC(C(C)(C)ON=C(C)C=1C=C(C=C(C1)OC)NC(C(=O)O)C1=CC=C(C=C1)C#N)=O 2-((3-(1-(((1-(tert-butoxy)-2-methyl-1-oxopropan-2-yl)oxy)imino)ethyl)-5-methoxyphenyl)amino)-2-(4-cyanophenyl)acetic acid